2-amino-9-((2R,3R,5S)-3-hydroxy-5-(hydroxymethyl)tetrahydrofuran-2-yl)-7-(3-hydroxybenzyl)-7,9-dihydro-1H-purine-6,8-dione NC=1NC(C=2N(C(N(C2N1)[C@@H]1O[C@@H](C[C@H]1O)CO)=O)CC1=CC(=CC=C1)O)=O